methyl 5-[3-[4-[3-[tert-butyl(dimethyl)silyl]oxypropyl]-2-fluoro-phenoxy]propyl]-2-(3-chloro-4-methyl-6,7-dihydro-5H-pyrido[2,3-c]pyridazin-8-yl)thiazole-4-carboxylate [Si](C)(C)(C(C)(C)C)OCCCC1=CC(=C(OCCCC2=C(N=C(S2)N2CCCC3=C2N=NC(=C3C)Cl)C(=O)OC)C=C1)F